C1(CCCCC1)C(C=1C=NC2=CC=C(C=C2N1)OC)O 3-(cyclohexyl-(hydroxy)methyl)-6-methoxyquinoxaline